COC1=C(C=CC=C1)NC(=O)N[C@H](C)C1=CC=CC2=CC=CC=C12 R-1-(2-methoxyphenyl)-3-(1-(naphthalen-1-yl)ethyl)urea